FCC[N] fluoroethyl-nitrogen